5-(7-(2-aminoethoxy)-3-(benzyloxy)-1-fluoronaphthalen-2-yl)-1,2,5-thiadiazolidin-3-one 1,1-dioxide NCCOC1=CC=C2C=C(C(=C(C2=C1)F)N1CC(NS1(=O)=O)=O)OCC1=CC=CC=C1